13-methyleneheptacosane C=C(CCCCCCCCCCCC)CCCCCCCCCCCCCC